ClC1=CC=C(C=C1)C1CN(CC=2N1C(=NN2)C=2C=C1C(=NNC1=CC2)C)C 5-(4-chlorophenyl)-7-methyl-3-(3-methyl-1H-indazol-5-yl)-5,6,7,8-tetrahydro-[1,2,4]triazolo[4,3-a]pyrazine